FC=1C=C(C=C(C1CN1C(CCC2=CN=C3C(=C12)C=CC(=N3)OC)=O)F)S(=O)(=O)N 3,5-difluoro-4-((8-methoxy-2-oxo-3,4-dihydropyrido[2,3-h][1,6]naphthyridine-1(2H)-yl)methyl)benzenesulfonamide